N-[3-chloro-4-(piperazine-1-carbonyl)phenyl]-5-[2,3-difluoro-4-[1-(2-methoxy-ethyl)-5-methyl-pyrazol-4-yl]phenyl]-1-methyl-imidazole-2-carboxamide ClC=1C=C(C=CC1C(=O)N1CCNCC1)NC(=O)C=1N(C(=CN1)C1=C(C(=C(C=C1)C=1C=NN(C1C)CCOC)F)F)C